(S)-(6-Chlorochroman-3-yl)(1-(3-(dimethylamino)propyl)-6-(3-methoxy-1H-pyrazol-4-yl)-1H-indol-3-yl)methanone ClC=1C=C2C[C@@H](COC2=CC1)C(=O)C1=CN(C2=CC(=CC=C12)C=1C(=NNC1)OC)CCCN(C)C